12-[2-Hexadecanoyloxy-1-(hexadecanoyloxymethyl)ethoxy]-3,10-dimethyl-12-oxo-dodecanoic acid C(CCCCCCCCCCCCCCC)(=O)OCC(OC(CC(CCCCCCC(CC(=O)O)C)C)=O)COC(CCCCCCCCCCCCCCC)=O